(6-cyclopropylimidazo[1,2-a]pyridin-2-yl)methanone C1(CC1)C=1C=CC=2N(C1)C=C(N2)C=O